N1=NN=NC1NC(CN(C(CN1N=C(C=2C(=CC=CC12)C1=C(C=C2C=NN(C2=C1)C)F)C1CCN(CC1)C(C)=O)=O)C)=O N-(2-((5H-tetrazol-5-yl)amino)-2-oxoethyl)-2-(3-(1-acetylpiperidin-4-yl)-5'-fluoro-1'-methyl-1H,1'H-[4,6'-biindazol]-1-yl)-N-methylacetamide